potassium laurate sodium [Na+].C(CCCCCCCCCCC)(=O)[O-].[K+].C(CCCCCCCCCCC)(=O)[O-]